4-(4-(2-methoxyethoxy)phenyl)piperidine-4-carbonitrile COCCOC1=CC=C(C=C1)C1(CCNCC1)C#N